6-iodo-4,4-dimethyl-3,4-dihydroquinolin IC=1C=C2C(CC=NC2=CC1)(C)C